2-amino-N-((5-chloro-2-pyridinyl)methyl)-3-methyl-N-((1R)-1-(2-pyrimidinyl)ethyl)-6-quinolinecarboxamide NC1=NC2=CC=C(C=C2C=C1C)C(=O)N([C@H](C)C1=NC=CC=N1)CC1=NC=C(C=C1)Cl